C(C1=CC=CC=C1)OC1=C(N(N=C1C)CCC#CC)C=1N=C(N(N1)CC1=CC=C(C=C1)OC)N1N=C(C=2C1=CN=C(C2)C)C(=O)NCC2=CC(=C(C=C2)C)C 1-[5-(4-benzyloxy-5-methyl-2-pent-3-ynyl-pyrazol-3-yl)-2-[(4-methoxyphenyl)methyl]-1,2,4-triazol-3-yl]-N-[(3,4-dimethylphenyl)methyl]-5-methyl-pyrazolo[3,4-c]pyridine-3-carboxamide